The molecule is a zwitterion obtained by transfer of a proton from the 2-hydroxy group to the 1-amino group of 11a-hydroxytetracycline. It is the major microspecies at pH 7.3 (according to Marvin v 6.2.0.). It is a zwitterion and an an 11a-hydroxytetracyline zwitterion. It is a tautomer of an 11a-hydroxytetracycline. C[C@@]1([C@H]2C[C@H]3[C@@H](C(=O)C(=C([C@]3(C(=O)[C@]2(C(=O)C4=C1C=CC=C4O)O)O)[O-])C(=O)N)[NH+](C)C)O